C(C)(=O)C1C(N(C(N(C1=O)C1CCCCC1)=O)C1CCCCC1)=O 5-acetyl-1,3-dicyclohexylpyrimidine-2,4,6(1H,3H,5H)-trione